C(C)C=1C(NC2=CC(=NC=C2C1)CO)=O 3-ethyl-7-(hydroxymethyl)-1H-1,6-naphthyridin-2-one